C=1N=CN2C1C1=CC=CC=C1[C@@H]2[C@]2(CN(CC2)S(=O)(=O)C)O (S)-3-((R)-5H-Imidazo[5,1-a]isoindol-5-yl)-1-(methylsulfonyl)pyrrolidin-3-ol